CN1C(C2CCC(C1)N2C=2N=CC1=C(N2)C(=NN1)C=1C=NN(C1)C1=CC=C(C#N)C=C1)=O 4-(4-(5-(3-Methyl-2-oxo-3,8-diazabicyclo[3.2.1]octan-8-yl)-1H-pyrazolo[4,3-d]pyrimidin-3-yl)-1H-pyrazol-1-yl)benzonitrile